1-(3-bromo-5-chlorophenyl)-3-(3-trifluoromethylsulfanylphenyl)urea BrC=1C=C(C=C(C1)Cl)NC(=O)NC1=CC(=CC=C1)SC(F)(F)F